C(CCCCCCC)[Si](CC[Si](Cl)(C)C)(C)CCCCCCCC 2-(di-n-octyl-methylsilyl)ethyl-dimethyl-chlorosilane